CNCCOCCOCCNC(OC(C)(C)C)=O tert-butyl (2-(2-(2-(methylamino)ethoxy)ethoxy)ethyl)carbamate